C(C)(C)(C)OC(=O)NCC(=O)N1[C@@H](CCC1)C(=O)O N-(tert-butoxycarbonyl)glycyl-L-proline